CC=1C=CN2C1C(NC1=C2N=CC(=C1)C#N)=O 7-methyl-6-oxo-5,6-dihydropyrido[3,2-e]pyrrolo[1,2-a]pyrazine-3-carbonitrile